(5-(4-fluoro-2-(morpholinomethyl)phenoxy)pyrimidin-4-yl)-2,7-diazaspiro[4.4]nonane-2-carboxylic acid tert-butyl ester C(C)(C)(C)OC(=O)N1C(C2(CC1)CNCC2)C2=NC=NC=C2OC2=C(C=C(C=C2)F)CN2CCOCC2